phenyldi(m-tolyl)phosphine C1(=CC=CC=C1)P(C=1C=C(C=CC1)C)C=1C=C(C=CC1)C